C[C@H]1[C@@H](C[C@H]([C@@H](O1)OCCCCCCC(=O)O)O)O The molecule is an omega-hydroxy fatty acid ascaroside obtained by formal condensation of the alcoholic hydroxy group of 7-hydroxyheptanoic acid with ascarylopyranose (the alpha anomer). It is a metabolite of the nematode Caenorhabditis elegans. It has a role as a Caenorhabditis elegans metabolite. It is a monocarboxylic acid and an omega-hydroxy fatty acid ascaroside. It derives from a 7-hydroxyheptanoic acid. It is a conjugate acid of an oscr#1(1-).